N[C@@H]1CN(C[C@@H]1OC)C1=CC=C(C=N1)O[C@@H]1C[C@@H]2N([C@@H](CN(C2)C2=C3C=CC=NC3=C(C=C2)C#N)C)CC1 5-[(4R,8S,9aS)-8-[[6-[(3R,4S)-3-amino-4-methoxy-pyrrolidin-1-yl]-3-pyridinyl]oxy]-4-methyl-1,3,4,6,7,8,9,9a-octahydropyrido[1,2-a]pyrazin-2-yl]quinoline-8-carbonitrile